{8-[(5-bromo-2-methylphenyl)sulfonyl]-3,8-diazabicyclo[3.2.1]oct-3-yl}(1H-1,2,3-triazol-5-yl)methanone BrC=1C=CC(=C(C1)S(=O)(=O)N1C2CN(CC1CC2)C(=O)C2=CN=NN2)C